10-chloro-11-(5-chloro-2,4-difluorophenyl)-8-((2S,5R)-2,5-dimethylpiperazin-1-yl)-r-methyl-2H-spiro[[1,4]oxazepino[2,3,4-ij]quinazoline-3,4'-piperidin]-6(4H)-one ClC=1C=C2C(=NC(N3C2=C(C1C1=C(C=C(C(=C1)Cl)F)F)OCC1(CCN(CC1)C)C3)=O)N3[C@H](CN[C@@H](C3)C)C